C(C)C1N(C(C(=C1)O)=O)[C@H]1COCCC1 |r| ethyl-4-hydroxy-1-[(±)-oxan-3-yl]-5-oxo-2,5-dihydro-1H-pyrrole